C12CN(CC2NC1)C1=CC=C(C=C1)N1C=NC(=C1)NC=1N=CC(=NC1)C#N 5-((1-(4-(3,6-Diazabicyclo[3.2.0]heptan-3-yl)phenyl)-1H-imidazol-4-yl)amino)pyrazine-2-carbonitrile